C(C)(=O)NC(CCC1CC1)(C1=CC=NC=C1)C=1C=CC(=C(C1)NC(=O)[C@@H]1N(C[C@@H](C1)OC)C(=O)NC1=NC=C(C=C1)Cl)F (2r,4r)-N2-(5-((+)-1-acetamido-3-cyclopropyl-1-(pyridin-4-yl)propyl)-2-fluorophenyl)-N1-(5-chloropyridin-2-yl)-4-methoxypyrrolidine-1,2-dicarboxamide